[4-[[1-(5-amino-2-pyridyl)-4-piperidyl]oxy]phenyl]methanol NC=1C=CC(=NC1)N1CCC(CC1)OC1=CC=C(C=C1)CO